COC1=C(C=C(C=C1)NC=1C=C2C(=NC(=NC2=CC1)C)N[C@H](C)C1=CC(=CC(=C1)C(F)(F)F)[N+](=O)[O-])CC(=O)N(C)C (R)-2-(2-methoxy-5-((2-methyl-4-((1-(3-nitro-5-(trifluoromethyl)phenyl)ethyl)amino)quinazolin-6-yl)amino)phenyl)-N,N-dimethylacetamide